C(C)N1CCN(CC1)C1=C(C=C(C=C1)C(=O)N1CCC(CC1)C1=CC=C(C=C1)OC=1N=NC(=CC1)C(F)(F)F)NC(C(C1=CC=CC=C1)O)=O N-(2-(4-ethylpiperazin-1-yl)-5-(4-(4-((6-(trifluoromethyl)pyridazin-3-yl)oxy)phenyl)-piperidine-1-carbonyl)phenyl)-2-hydroxy-2-phenylacetamide